L-2,7-dihydroxynaphthalene OC1=CC2=CC(=CC=C2C=C1)O